3,4,5-trimethoxy-benzoyl chloride COC=1C=C(C(=O)Cl)C=C(C1OC)OC